4-(5-(3,5-dichlorophenyl)-5-(trifluoromethyl)-4,5-dihydroisoxazol-3-yl)-N-(5-(methoxymethyl)-1-(prop-2-yn-1-yl)-1H-1,2,4-triazol-3-yl)-2-methyl-N-(prop-2-yn-1-yl)benzamide ClC=1C=C(C=C(C1)Cl)C1(CC(=NO1)C1=CC(=C(C(=O)N(CC#C)C2=NN(C(=N2)COC)CC#C)C=C1)C)C(F)(F)F